C(CCCCCCCCCCCCCCCCCCC)(=O)C1=CC=C(C(=O)NCCCC(=O)O)C=C1 4-para-icosanoylbenzamidobutyric acid